4-isopropoxy-2-methylpyridine C(C)(C)OC1=CC(=NC=C1)C